C(#N)/C(/C(=O)NC1=NC=C(C=N1)C(F)(F)F)=C(\C=1C=NOC1C)/O (Z)-2-cyano-3-hydroxy-3-(5-methylisoxazol-4-yl)-N-(5-(trifluoromethyl)pyrimidin-2-yl)acrylamide